1-(3,3,3-trifluoropropyl)-1H-1,2,3-triazole-5-carboxylic acid FC(CCN1N=NC=C1C(=O)O)(F)F